4-(4-morpholinopyrido[3,2-d]pyrimidin-2-yl)-2-m-tolylpyrimidin-5-ol O1CCN(CC1)C=1C2=C(N=C(N1)C1=NC(=NC=C1O)C=1C=C(C=CC1)C)C=CC=N2